C(N)(=O)C=1N=CC(=NC1NC1=CC=C(C=C1)S(=O)(=O)C)N1C[C@@H](CCC1)NC(OC[C@H]1CN(CC1)C=1C=C2C(N(C(C2=CC1)=O)C1C(NC(CC1)=O)=O)=O)=O ((3R)-1-(2-(2,6-dioxopiperidin-3-yl)-1,3-dioxoisoindolin-5-yl)pyrrolidin-3-yl)methyl ((R)-1-(5-carbamoyl-6-((4-(methylsulfonyl)phenyl)amino)pyrazin-2-yl)piperidin-3-yl)carbamate